C(C(O)C)(=O)O.C(C(O)C)(=O)O Lactic acid (Lactate)